4,4-dimethyl-2-styryl-1-((4-(trifluoromethylphenyl)phenyl)sulfonyl)azepane CC1(CC(N(CCC1)S(=O)(=O)C1=CC=C(C=C1)C1=C(C=CC=C1)C(F)(F)F)C=CC1=CC=CC=C1)C